1'-[(4-Methoxyphenyl)sulfonyl]-4-methyl-1,4'-bipiperidine COC1=CC=C(C=C1)S(=O)(=O)N1CCC(CC1)N1CCC(CC1)C